(2R,4S)-4-Amino-5-biphenyl-4-yl-2-methyl-pentanoic acid ethyl ester C(C)OC([C@@H](C[C@@H](CC1=CC=C(C=C1)C1=CC=CC=C1)N)C)=O